[C@H]12CC(C[C@@H]2C1)CC=1C=CC2=C(C(=C(O2)C)C(=O)NC(CO)(COC)C)C1 5-(((1R,3s,5S)-bicyclo[3.1.0]hexan-3-yl)methyl)-N-(1-hydroxy-3-methoxy-2-methylpropan-2-yl)-2-methylbenzofuran-3-carboxamide